2-(N-(tert-butoxycarbonyl)sulfamoyl)benzoic acid C(C)(C)(C)OC(=O)NS(=O)(=O)C1=C(C(=O)O)C=CC=C1